4-bromo-2-(2-oxoethyl)benzonitrile BrC1=CC(=C(C#N)C=C1)CC=O